Fluorosulfuryl Isocyanate FS(=O)(=O)N=C=O